((R)-6-methylheptan-2-yl)-2,3,4,7,8,9,10,11,12,13,14,15,16,17-tetradecahydro-1H-cyclopenta[a]phenanthren CC(CCC[C@@H](C)C1CCCC2=CCC3C4CCCC4CCC3C12)C